1-(4-cyclohexyl-3,4-dihydroquinoxalin-1(2H)-yl)-3-(pyrrolidin-1-yl)propan-1-one C1(CCCCC1)N1CCN(C2=CC=CC=C12)C(CCN1CCCC1)=O